O=C1NC(CCC1N1C(C2=CC=CC(=C2C1=O)OCCCCCOC1=CC=C(C=C1)CC(=O)N)=O)=O 2-[4-[5-[2-(2,6-dioxopiperidin-3-yl)-1,3-dioxoisoindol-4-yl]oxypentoxy]phenyl]acetamide